C(CCCCC(=O)O)(=O)O.C(CCCCCCCCO)O nonyleneglycol adipate